C(=CC)N1C[C@@H](CCC1)N1N=C(C=2C1=NC=NC2N)C(=O)NC=2OC1=C(N2)C=CC=C1 (R)-1-(1-propenylpiperidin-3-yl)-4-amino-N-(benzo[d]oxazol-2-yl)-1H-pyrazolo[3,4-d]pyrimidine-3-carboxamide